ClC1=C(C=C(C=C1)N1N=CN=C1CNC(=O)NCC1=NN=NN1C1=CC2=C(OC(O2)(F)F)C=C1)F 1-{[1-(4-chloro-3-fluorophenyl)-1H-1,2,4-triazol-5-yl]methyl}-3-{[1-(2,2-difluoro-2H-1,3-benzodioxol-5-yl)-1H-1,2,3,4-tetrazol-5-yl]methyl}urea